COC1=C(C=CC(=C1)C=1CCNCC1)C1=CC(=NO1)NC=1N=CC(=NC1)C#N 5-(5-(2-methoxy-4-(1,2,3,6-tetrahydropyridin-4-yl)phenyl)isoxazol-3-ylamino)pyrazine-2-carbonitrile